(5-(5-chloro-1-methyl-1H-pyrrolo[2,3-c]pyridin-2-yl)-4,6-dimethoxypyrimidin-2-yl)(methyl)carbamic acid tert-butyl ester C(C)(C)(C)OC(N(C)C1=NC(=C(C(=N1)OC)C1=CC=2C(=CN=C(C2)Cl)N1C)OC)=O